Cl.NC=1N=C(C=C2C=C(N=CC12)NC(=O)C1CC12CNCC2)C=2C=NC=CC2C trans-N-[8-amino-6-(4-methyl-3-pyridyl)-2,7-naphthyridin-3-yl]-5-azaspiro[2.4]Heptane-2-carboxamide hydrochloride